(R)-10-chloro-2-ethyl-2,3-dihydro-[1,4]oxazepino[7,6-g]quinoline-4(5H)-carboxylic acid tert-butyl ester C(C)(C)(C)OC(=O)N1C[C@H](OC2=CC=3C(=CC=NC3C=C2C1)Cl)CC